tert-butyl (S)-3-(2-(2-(2-fluoro-8-iodonaphthalen-1-yl)ethoxy)ethyl)piperidine-1-carboxylate FC1=C(C2=C(C=CC=C2C=C1)I)CCOCC[C@H]1CN(CCC1)C(=O)OC(C)(C)C